ClC=1C=CC=2C(=C3N(C2C1C=1C(=NNC1C)C)CCCN(C3=O)C3=C1C=CN(C1=CC(=C3)C(=O)O)C)CCCOC3=CC(=C(C(=C3)C)Cl)C 4-(8-chloro-11-(3-(4-chloro-3,5-dimethylphenoxy)propyl)-7-(3,5-dimethyl-1H-pyrazol-4-yl)-1-oxo-4,5-dihydro-1H-[1,4]diazepino[1,2-a]indol-2(3H)-yl)-1-methyl-1H-indole-6-carboxylic Acid